2-Chloro-1-{6-[6-(isoquinolin-5-ylamino)-4-(methylamino)-1,3,5-triazacyclohexan-2-yl]-2,6-diazaspiro[3.3]hept-2-yl}ethan-1-one ClCC(=O)N1CC2(C1)CN(C2)C2NC(NC(N2)NC)NC2=C1C=CN=CC1=CC=C2